2-(methoxymethyl)-6-(trifluoromethyl)imidazo[2,1-b][1,3,4]thiadiazole COCC1=NN2C(S1)=NC(=C2)C(F)(F)F